3-chloro-N-(2,4-difluoro-3-(3-methylquinoxaline-6-carbonyl)phenyl)-4-(trifluoromethyl)benzamide ClC=1C=C(C(=O)NC2=C(C(=C(C=C2)F)C(=O)C=2C=C3N=C(C=NC3=CC2)C)F)C=CC1C(F)(F)F